C(C)(C)(C1=CC(=C(C(=C1)C(C)(C)C)O)C(C)(C)C)C1=CC(=C(C(=C1)C(C)(C)C)O)C(C)(C)C 4,4'-isopropylidenebis(2,6-di-tert-butylphenol)